4-[m-fluoro-p-N,N-bis(ethoxycarbonylmethyl)aminophenyl]-2,6-bis(trichloromethyl)-s-triazine FC=1C=C(C=CC1N(CC(=O)OCC)CC(=O)OCC)C1=NC(=NC(=N1)C(Cl)(Cl)Cl)C(Cl)(Cl)Cl